1-(3-chlorophenyl)-3-[3-chloro-2-(2-hydroxyethyl)phenyl]urea ClC=1C=C(C=CC1)NC(=O)NC1=C(C(=CC=C1)Cl)CCO